C1(CC1)C1=CC=CC=2C=3C(CN(C3C=CC21)C(N)=N)C 6-Cyclopropyl-1-methyl-1,2-dihydro-3H-benzo[e]indole-3-carboximidamide